C(C=C)(=O)OCCOCCOCCC acryloyloxyethoxyethoxypropane